8-benzyl-6-(5-((tert-butyldimethylsilyl)oxy)-2-fluorophenyl)-2-(furan-2-ylmethyl)imidazo[1,2-a]Pyrazin-3(7H)-one C(C1=CC=CC=C1)C1=C2N(C=C(N1)C1=C(C=CC(=C1)O[Si](C)(C)C(C)(C)C)F)C(C(=N2)CC=2OC=CC2)=O